N-(4-ethyl-phenyl)-2-(1-methyl-1H-tetrazol-5-ylsulfanyl)-5-nitro-benzamide C(C)C1=CC=C(C=C1)NC(C1=C(C=CC(=C1)[N+](=O)[O-])SC1=NN=NN1C)=O